ClC1=C(C=C(CNC(C(C)C)=O)C=C1)C=1NC(C=C(N1)C=1C=NC=C(C1)C)=O N-{4-chloro-3-[4-(5-methylpyridin-3-yl)-6-oxo-1,6-dihydropyrimidin-2-yl]benzyl}isobutyramide